C(C=C)(=O)O.C12C(CC(CC1)C)O2 4-epoxycyclohexylmethane acrylate